3-(((3-(diethylamino)propoxy)carbonyl)oxy)pentadecyl-6,6-bis((2-ethylhexyl)oxy)hexanoate C(C)N(CCCOC(=O)OC(CCOC(CCCCC(OCC(CCCC)CC)OCC(CCCC)CC)=O)CCCCCCCCCCCC)CC